C(C=1C(S)=CC=CC1)(=O)[O-].[Na+].C[Hg] methyl-mercury sodium thiosalicylate